ClC=1C=CC=C2[C@H](CCOC12)NC(=O)NC=1N=C(SC1)C1=CC=C(C=C1)C1NCCC1 1-[(4S)-8-chlorochroman-4-yl]-3-[2-[4-[pyrrolidin-2-yl]phenyl]thiazol-4-yl]urea